N1=CC=CC2=C1C=CC=C2 4-benzopyridine